4-(3-{7-amino-1-oxo-4-[3-(thiophen-2-yl)-1H-indazol-5-yl]-2,3-dihydro-1H-isoindol-2-yl}prop-1-en-2-yl)pyridine-3-carbonitrile NC=1C=CC(=C2CN(C(C12)=O)CC(=C)C1=C(C=NC=C1)C#N)C=1C=C2C(=NNC2=CC1)C=1SC=CC1